5-(2-(cyclobutylmethyl)-7H-pyrrolo[2,3-d]pyrimidin-5-yl)-N-(1-methylpiperidin-4-yl)pyrazolo[1,5-a]pyridine-3-carboxamide C1(CCC1)CC=1N=CC2=C(N1)NC=C2C2=CC=1N(C=C2)N=CC1C(=O)NC1CCN(CC1)C